FC(C=1C=CC(=NC1)[C@@H](C)NC1CC1)(F)F N-[(1R)-1-[5-(trifluoromethyl)-2-pyridyl]ethyl]cyclopropanamine